2-[2-(methylthio)phenyl]benzo[b]thiophene CSC1=C(C=CC=C1)C1=CC2=C(S1)C=CC=C2